C1(CCCC1)COC=1C(=C(C2=C(N=C(N=C2)NC2=CC=C(C=C2)N2CCN(CC2)C)N1)C#C[Si](C(C)C)(C(C)C)C(C)C)C 7-(cyclopentylmethoxy)-6-methyl-N-[4-(4-methylpiperazin-1-yl)phenyl]-5-[2-(triisopropylsilyl)ethynyl]pyrido[2,3-d]pyrimidin-2-amine